4-((3-(7-(((Z)-3-fluoro-1-methylpiperidin-4-yl)amino)-3-(2,2,2-trifluoroethyl)benzo[b]thiophen-2-yl)prop-2-yn-1-yl)amino)-3-methoxy-N-methylbenzamide FC1CN(CCC1NC1=CC=CC2=C1SC(=C2CC(F)(F)F)C#CCNC2=C(C=C(C(=O)NC)C=C2)OC)C